C(C=CCCCCC)(=O)O.C(C=1C(O)=CC=CC1)(=O)OC(CCCCC)CC ethylhexyl salicylate (octenoate)